2-[2-(triethoxysilyl)ethyl]-2H-tetrazole C(C)O[Si](CCN1N=CN=N1)(OCC)OCC